COC1=CC=C(C=NN=C2SC(C(N2)=O)CC(=O)Cl)C=C1 2-(2-((4-methoxybenzylidene)hydrazineylidene)-4-oxothiazolidine-5-yl)acetyl chloride